(E)-N-(4-(1-(4-(1-(2-((2-(2,6-dioxopiperidin-3-yl)-1,3-dioxoisoindolin-4-yl)thio)ethyl)piperidin-4-yl)benzoyl)piperidin-4-yl)butyl)-3-(pyridin-3-yl)acrylamide O=C1NC(CCC1N1C(C2=CC=CC(=C2C1=O)SCCN1CCC(CC1)C1=CC=C(C(=O)N2CCC(CC2)CCCCNC(\C=C\C=2C=NC=CC2)=O)C=C1)=O)=O